CC1=C(OCC(=O)O)C=CC(=C1)SCN1N=CN(C1=O)C1=CC=C(C=C1)OC(F)(F)F 2-(2-Methyl-4-(((5-oxo-4-(4-(tri-fluoromethoxy)phenyl)-4,5-dihydro-1H-1,2,4-triazol-1-yl)methyl)thio)-phenoxy)acetic acid